(R)-Methyl 2-amino-3-(7-methyl-1H-indazol-5-yl)propanoate N[C@@H](C(=O)OC)CC=1C=C2C=NNC2=C(C1)C